2-(1-(4-((4-(2-aminoethoxy)phenyl)amino)-5-oxo-5,6-dihydropyrimido[4,5-d]pyridazin-2-yl)piperidin-4-yl)acetonitrile NCCOC1=CC=C(C=C1)NC1=NC(=NC=2C=NNC(C21)=O)N2CCC(CC2)CC#N